lithium dihydrate acetate C(C)(=O)[O-].O.O.[Li+]